C(C)(C)(C)OC(=O)N1C[C@@H](NCC1)COC1=CC(=NC(=C1C(=O)O)N1C[C@@H](OCC1)C)Cl 4-(((R)-4-(tert-butoxycarbonyl)piperazin-2-yl)methoxy)-6-chloro-2-((S)-2-methylmorpholino)nicotinic acid